The molecule is a linear tetrapyrrole obtained by the enzymic degradation of heme by Pseudomonas aeruginosa heme oxygenase. It is a dicarboxylic acid and a linear tetrapyrrole. It is a conjugate acid of a biliverdin beta(2-). CC1=C(/C(=C/C2=C(C(=C(N2)/C=C\\3/C(=C(/C(=C/C4=NC(=O)C(=C4C)C=C)/N3)C=C)C)C)CCC(=O)O)/NC1=O)CCC(=O)O